ClCC(=O)C1CC(C1)N1C(C2=CC=CC=C2C1)=O 2-((1r,3r)-3-(2-chloroacetyl)cyclobutyl)isoindolin-1-one